ClC1=CC2=C(N(C(N=C2N2[C@H](CN(CC2)C(C=C)=O)C)=O)C2=C(C=CC=C2C(C)C)C)N=C1C1=C(C=CC=C1O)F 6-chloro-7-(2-fluoro-6-hydroxyphenyl)-1-(2-methyl-6-(2-propanyl)phenyl)-4-((2S)-2-methyl-4-(2-propenoyl)-1-piperazinyl)pyrido-[2,3-d]pyrimidin-2(1H)-one